(2R)-5-(2-chlorophenyl)sulfanyl-4-hydroxy-2-(4-morpholin-4-ylphenyl)-2-thiophen-3-yl-1,3-dihydropyridin-6-one ClC1=C(C=CC=C1)SC1=C(C[C@](NC1=O)(C1=CSC=C1)C1=CC=C(C=C1)N1CCOCC1)O